CC1=C(N)C=C(C=C1)N=NC1=CC=C(C=C1)C 2-methyl-5-(p-tolyldiazenyl)aniline